ClC1=CC=C(C=C1)C1=NCCC2=CC=CC=C12 1-(4-chlorophenyl)-3,4-dihydroisoquinoline